N[C@H](C(=O)O)CC1=CC=C(C=C1)C=1N=NC(=NN1)CC (S)-2-amino-3-(4-(6-ethyl-1,2,4,5-tetrazin-3-yl)phenyl)propanoic acid